C(CCCCCCCCCCCCCCCCCCC)NC(=O)N n-eicosyl-urea